formic acid-D [2H]C(=O)O[2H]